C(#N)C=1N(C2=CC=C(C(=C2C1)C)CN1CCC(CC1)NC=1C2=C(N=C(N1)NC)SC(=C2)CC(F)(F)F)CC21CC(C2)(C1)NC=O N-[3-[[2-cyano-4-methyl-5-[[4-[[2-(methylamino)-6-(2,2,2-trifluoroethyl)thieno[2,3-d]pyrimidin-4-yl]amino]piperidin-1-yl]methyl]indol-1-yl]methyl]-1-bicyclo[1.1.1]pentanyl]formamide